(S)-2-((5-bromopyridin-3-yl)oxy)propan-1-ol BrC=1C=C(C=NC1)O[C@H](CO)C